C(CCC(=O)O)(=O)O.NC1=NC=CC(=C1Cl)SC1=CN=C(N=N1)[C@]1(C2=CC=CC=C2CC12CCNCC2)N (S)-1-(6-((2-Amino-3-chloropyridin-4-yl)thio)-1,2,4-triazin-3-yl)-1,3-dihydrospiro[indene-2,4'-piperidin]-1-amine monosuccinate salt